O[C@]12C[C@H](CC[C@@]2([C@H]2CC[C@@]3([C@H](CC[C@@]3([C@@H]2CC1)O)C=1C=CC(OC1)=O)C)C)NC(=O)NCCN1C[C@@H](CC1)O 1-((3S,5S,8R,9S,10R,13R,14S,17R)-5,14-dihydroxy-10,13-dimethyl-17-(2-oxo-2H-pyran-5-yl)hexadecahydro-1H-cyclopenta[a]phenanthren-3-yl)-3-(2-((R)-3-hydroxypyrrolidin-1-yl)ethyl)urea